Ethyl 1-amino-3-methyl-4-(pyridin-4-yl)-1H-pyrrole-2-carboxylate NN1C(=C(C(=C1)C1=CC=NC=C1)C)C(=O)OCC